FC=1C=CC2=C(C(=CO2)C(=O)O)C1 5-fluorobenzofuran-3-carboxylic acid